1-[3-fluoro-4-(4-{2-[3-(trifluoromethoxy)phenyl]acetamido}-1H-1,2,3-triazol-1-yl)butyl]-N-{[5-(trifluoromethyl)pyridin-2-yl]methyl}-1H-1,2,3-triazole-4-carboxamide FC(CCN1N=NC(=C1)C(=O)NCC1=NC=C(C=C1)C(F)(F)F)CN1N=NC(=C1)NC(CC1=CC(=CC=C1)OC(F)(F)F)=O